(1S,2R)-N-(4-Chlorobenzyl)-N-(4,4-difluorocyclohexyl)-2-((R)-4-methylphenylsulfonimidoyl)cyclopentane-1-carboxamide ClC1=CC=C(CN(C(=O)[C@H]2[C@@H](CCC2)[S@](=O)(=N)C2=CC=C(C=C2)C)C2CCC(CC2)(F)F)C=C1